ClC1=C2C(=NN(C2=C(C=C1)C=1C=C2C(=NC1C(CC1=CC(=CC(=C1)F)F)NC(OC(C)(C)C)=O)C=NN2COCC[Si](C)(C)C)C)NS(=O)(=O)C tert-butyl (1-(6-(4-chloro-1-methyl-3-(methylsulfonamido)-1H-indazol-7-yl)-1-((2-(trimethylsilyl)ethoxy)methyl)-1H-pyrazolo[4,3-b]pyridin-5-yl)-2-(3,5-difluorophenyl)ethyl)carbamate